N,N-didodecylmethylamine lactate C(C(O)C)(=O)O.C(CCCCCCCCCCC)N(CCCCCCCCCCCC)C